3-methoxy-N-methyl-4-{[3-(4-{[(1S,4S)-4-(dimethylamino)cyclohexyl]amino}-1-(2,2,2-trifluoroethyl)-1H-indol-2-yl)prop-2-yn-1-yl]amino}benzamide COC=1C=C(C(=O)NC)C=CC1NCC#CC=1N(C2=CC=CC(=C2C1)NC1CCC(CC1)N(C)C)CC(F)(F)F